CSC1=C(C=CC=C1)C1=CC=C2CCC(N(C2=C1)CCN1CCOCC1)=O 7-(2-(methylthio)phenyl)-1-(2-morpholinoethyl)-3,4-dihydroquinolin-2(1H)-one